6,12-bis-(1H-indazol-5-yl)-2-(2-{2-[(1R,4R)-2-oxa-5-azabicyclo[2.2.1]heptan-5-yl]ethoxy}ethyl)-9-oxa-2,4-diazatricyclo[8.4.0.0^{3,8}]tetradeca-1(10),3(8),4,6,11,13-hexaene N1N=CC2=CC(=CC=C12)C=1C=NC=2N(C=3C=CC(=CC3OC2C1)C=1C=C2C=NNC2=CC1)CCOCCN1[C@H]2CO[C@@H](C1)C2